ClC1=NC(=NC(=C1CCOC)Cl)N 4,6-dichloro-5-(2-methoxyethyl)pyrimidin-2-amine